2-amino-5-methyl-1,3,4-oxadiazole NC=1OC(=NN1)C